methyl-1-(6-chloro-4-((2-methoxy-3-(1-methyl-1H-1,2,4-triazol-3-yl)phenyl)amino)pyridin-3-yl)ethan-1-one CCC(=O)C=1C=NC(=CC1NC1=C(C(=CC=C1)C1=NN(C=N1)C)OC)Cl